3-(N-(5-(difluoromethyl)-2-(piperidin-1-yl)phenyl)sulfamoyl)-4-ethylbenzoic acid FC(C=1C=CC(=C(C1)NS(=O)(=O)C=1C=C(C(=O)O)C=CC1CC)N1CCCCC1)F